Potassium oxyhydride O.[K]